C(C)SC(=O)N(CCC)CCC ethylsulfanyl-N,N-dipropylformamide